(R)-1-(1-(4-(3-cyano-1-methyl-1H-indazol-4-yl)phenyl)-2-hydroxyethyl)-3-(2-ethynyl-thiazol-4-yl)urea C(#N)C1=NN(C2=CC=CC(=C12)C1=CC=C(C=C1)[C@H](CO)NC(=O)NC=1N=C(SC1)C#C)C